BUTYL 5-(((1R,2R)-2-((S)-2-(ALLYLOXY)-1-HYDROXYETHYL)CYCLOBUTYL)METHYL)-6'-CHLORO-3',4,4',5-TETRAHYDRO-2H,2'H-SPIRO[BENZO[B][1,4]OXAZEPINE-3,1'-NAPHTHALENE]-7-CARBOXYLATE C(C=C)OC[C@@H](O)[C@H]1[C@@H](CC1)CN1C2=C(OCC3(CCCC4=CC(=CC=C34)Cl)C1)C=CC(=C2)C(=O)OCCCC